C(C)(C)C1CC(=C(CC1)CCCO)C 3-(4-isopropyl-2-methylcyclohex-1-en-1-yl)propan-1-ol